amino-3-chloro-1H-indole-4-carbonitrile NN1C=C(C=2C(=CC=CC12)C#N)Cl